ClC=1C(=C(C(=O)NC)C=CC1C=1CCN(CC1)CC=1C=NC=2C=C(C(NC2C1)=C=O)CC)F 3-chloro-4-(1-((7-ethyl-6-carbonyl-5,6-dihydro-1,5-naphthyridin-3-yl)methyl)-1,2,3,6-tetrahydropyridin-4-yl)-2-fluoro-N-methylbenzamide